5-[(5-chloropyrimidin-2-yl)methyl]-4-(3,4-difluorophenyl)-2-(methoxymethyl)-pyrimidine ClC=1C=NC(=NC1)CC=1C(=NC(=NC1)COC)C1=CC(=C(C=C1)F)F